BrC=1C=C(C(=NC1)NC1CCCCC1)OC(F)F 5-bromo-N-cyclohexyl-3-(difluoromethoxy)pyridin-2-amine